N=1C=NN2C1C=C(C=C2)OC2=C(C=C(C=C2)NC=2C1=C(N=CN2)C=CC(=N1)N1CC2N(C(C1)C2)C(=O)OC(C)(C)C)C tert-butyl 3-(4-((4-([1,2,4]triazolo[1,5-a]pyridin-7-yloxy)-3-methylphenyl)amino)pyrido[3,2-d]pyrimidin-6-yl)-3,6-diazabicyclo[3.1.1]heptane-6-carboxylate